(2-(3,8-diazabicyclo[3.2.1]octan-8-yl)-7,8-dihydro-1,6-naphthyridin-6(5H)-yl)(pyrrolidin-1-yl)methanon C12CNCC(CC1)N2C2=NC=1CCN(CC1C=C2)C(=O)N2CCCC2